[1,2]oxaphosphinine O1PC=CC=C1